[O-]S(=O)(=O)C(F)(F)F.C[S+](C1=CC=CC=C1)C Dimethyl-phenyl-sulfonium triflate